C(C)OC1=NC=CC=C1C1=CC(=C2C(=N1)C(=NN2C(C)C)C)NCC=2C=NC(=CC2)C 5-(2-ethoxy-3-pyridinyl)-1-isopropyl-3-methyl-N-[(6-methyl-3-pyridinyl)methyl]pyrazolo[4,3-b]pyridin-7-amine